6,7-Diethoxy-N-[4-(oxetan-3-yl)phenyl]isoquinolin-1-amine C(C)OC=1C=C2C=CN=C(C2=CC1OCC)NC1=CC=C(C=C1)C1COC1